C(C)(C)(C)[Si](C)(C)OCC=1SC(=C(N1)C(F)(F)F)C1=NC(=NC=C1Cl)Cl tert-butyl-[[5-(2,5-dichloropyrimidin-4-yl)-4-(trifluoromethyl)thiazol-2-yl]methoxy]-dimethyl-silane